DIHYDROXYACETIC ACID OC(C(=O)O)O